4-acetoxy-N,N-dipropyltryptamine C(C)(=O)OC=1C=CC=C2NC=C(CCN(CCC)CCC)C12